(1S,5R) or (1R,5S)-3-(8-cyanoquinolin-5-yl)-N-(cis-3-morpholinylcyclobutyl)-5-(trifluoromethyl)-3-azabicyclo[3.1.0]hexane-1-carboxamide C(#N)C=1C=CC(=C2C=CC=NC12)N1C[C@@]2(C[C@@]2(C1)C(F)(F)F)C(=O)N[C@@H]1C[C@@H](C1)N1CCOCC1 |o1:14,16|